tert-butyl 4-[2-(4-iodoimidazol-1-yl)ethoxy]piperidine-1-carboxylate IC=1N=CN(C1)CCOC1CCN(CC1)C(=O)OC(C)(C)C